1-(4-nitrophenyl)ethanol [N+](=O)([O-])C1=CC=C(C=C1)C(C)O